C(C1=CC=CC=C1)S(=O)(=NCC=1N=C2N(C=C(C=C2)C2=NOC(=N2)C(F)(F)F)C1)C benzyl(methyl)(((6-(5-(trifluoromethyl)-1,2,4-oxadiazol-3-yl)imidazo[1,2-a]pyridin-2-yl)methyl)imino)-λ6-sulfanone